CN1CC(CCC1=O)C(=O)NCC=1C=CC=2NC3=CC(=CC=C3OC2C1)C(F)(F)F 1-Methyl-6-oxo-N-((8-(trifluoromethyl)-10H-phenoxazin-3-yl)methyl)piperidine-3-carboxamide